OCC(=O)N1CCN(CC1)C 2-hydroxy-1-(4-methylpiperazin-1-yl)ethan-1-one